5-((5-(4'-((4-acetylpiperazin-1-yl)methyl)-[1,1'-biphenyl]-4-yl)-4,6-difluoro-1H-benzo[d]imidazol-2-yl)oxy)-2-methylbenzoic acid C(C)(=O)N1CCN(CC1)CC1=CC=C(C=C1)C1=CC=C(C=C1)C1=C(C2=C(NC(=N2)OC=2C=CC(=C(C(=O)O)C2)C)C=C1F)F